[Cu](O)O.C(CN)N.C(CN)N bis(ethylenediamine) copper (II) hydroxide